BrC=1C=CC2=C(N(C(CC(=C2)C(=O)NCC(C)=O)=O)CC2=CC=C(C=C2)OC)C1 8-bromo-1-(4-methoxybenzyl)-2-oxo-N-(2-oxopropyl)-2,3-dihydro-1H-benzo[b]azepine-4-carboxamide